C(C1=CC=CC=C1)(=O)O.C(CCCC)C1CCCCC1 (trans-4-pentylcyclohexane) benzoate